2-[[6-(4-fluorophenyl)-8-methoxy-quinazolin-4-yl]amino]-2-tetrahydropyran-4-yl-ethanolate FC1=CC=C(C=C1)C=1C=C2C(=NC=NC2=C(C1)OC)NC(C[O-])C1CCOCC1